1-(6-chloro-8-((dimethylamino)methyl)-3,4-Dihydroisoquinolin-2(1H)-yl)ethanone ClC=1C=C2CCN(CC2=C(C1)CN(C)C)C(C)=O